BrC=1C=C2C=CN(C(C2=CC1F)=O)CC(C[C@H](C)O)OCOC 6-bromo-7-fluoro-2-[(4S)-4-hydroxy-2-(methoxymethoxy)pentyl]isoquinolin-1-one